ClC(CN1C[C@@H]([C@@H](C1)C1=C(C=CC=C1)Cl)C(=O)O)(F)F (3R,4R)-1-(2-chloro-2,2-difluoroethyl)-4-(2-chlorophenyl)pyrrolidine-3-carboxylic acid